(3-chlorophenyl)(1-(pyrimidin-2-ylethynyl)-3-azabicyclo[3.1.0]hexan-3-yl)methanone ClC=1C=C(C=CC1)C(=O)N1CC2(CC2C1)C#CC1=NC=CC=N1